C[C@@H]1N(CC1)C1=NC(=CC(=N1)N1CCN(CC1)C(=O)OC(C)(C)C)C(F)(F)F tert-butyl (S)-4-(2-(2-methylazetidin-1-yl)-6-(trifluoromethyl)pyrimidin-4-yl)piperazine-1-carboxylate